CN(C(OC(C)(C)C)=O)C1=NC=C(C=2N=C(N=CC21)SC)C(=C)C tert-butyl methyl(2-(methylthio)-8-(prop-1-en-2-yl)pyrido[4,3-d]pyrimidin-5-yl)carbamate